racemic-2-chloro-N-(5-chloro-6-(2H-1,2,3-triazol-2-yl)pyridin-3-yl)-8,8-dimethyl-7,8-dihydro-6H-cyclopenta[e]pyrazolo[1,5-a]pyrimidine-6-carboxamide ClC1=NN2C(N=CC3=C2C(C[C@H]3C(=O)NC=3C=NC(=C(C3)Cl)N3N=CC=N3)(C)C)=C1 |r|